N-Bocmethionine C(=O)(OC(C)(C)C)N[C@@H](CCSC)C(=O)O